C1COC2(CC3=CC=C4[C@@H]5CC[C@H](C(C)=O)[C@]5(CC[C@@H]4[C@]3(CC2)C)C)O1 Pregna-5,7-diene-3,20-dione-3-ethylene ketal